C(C)(C)(C)OC(=O)N[C@H](COC=1C(=C(C=C(C1)F)CCCC(=O)O)F)CCC(N)=O 4-[3-[(2S)-2-[(tert-butoxycarbonyl)amino]-4-carbamoylbutoxy]-2,5-difluorophenyl]butanoic acid